N(=[N+]=[N-])[C@H]1C[C@H](CC1)C1=NN(C(=C1)NC(OCC1=CC=CC=C1)=O)C(C)(C)C cis-benzyl (3-(3-azidocyclopentyl)-1-(tert-butyl)-1H-pyrazol-5-yl)carbamate